2-[4-(4-aminopiperidin-1-yl)-3-(3-fluoro-5-methylphenyl)quinolin-6-yl]-6-[(methoxyimino)methyl]phenol NC1CCN(CC1)C1=C(C=NC2=CC=C(C=C12)C1=C(C(=CC=C1)C=NOC)O)C1=CC(=CC(=C1)C)F